(R)-1-((6-chloro-4-iodopyridin-2-yl)oxy)propan-2-ol ClC1=CC(=CC(=N1)OC[C@@H](C)O)I